O[C@@H]1C=C2C=3CCC4=CC(C=C[C@@]4(C3CC[C@@]2(C1)C)C)=O (10S,13R,16S)-16-hydroxy-10,13-dimethyl-6,7,10,11,12,13,16,17-octahydro-3H-cyclopenta[a]phenanthren-3-one